6-chloro-3-((1-(3-(isoindol-2-yl)-2,8-dimethyl-1-oxo-1,2-dihydropyridazino[1,2-a][1,2,4]triazin-6-yl)ethyl)amino)picolinic acid ClC1=CC=C(C(=N1)C(=O)O)NC(C)C1=CC(=CN2N1C=C(N(C2=O)C)N2C=C1C=CC=CC1=C2)C